diphenylmethylene[(3,6-di-t-butylfluorenyl){(2-trimethylsilylmethylallyl)cyclopentadienyl}]zirconium dichloride [Cl-].[Cl-].C1(=CC=CC=C1)C(C1=CC=CC=C1)=[Zr+2]C1(C(=CC=C1)C1=CC(=CC=2C3=CC(=CC=C3CC12)C(C)(C)C)C(C)(C)C)CC(=C)C[Si](C)(C)C